(R)-5-fluoro-7-methoxy-2-(4-methoxybenzyl)-1'-methylspiro[isoindoline-1,3'-pyrrolidine]-2',3-dione FC=1C=C2C(N([C@@]3(C(N(CC3)C)=O)C2=C(C1)OC)CC1=CC=C(C=C1)OC)=O